ClC1=CC(=CC2=C1N=C(S2)C2=C1C=CN(C(C1=CC(=C2)C)=O)C)OC 5-(4-chloro-6-methoxybenzo[d]thiazol-2-yl)-2,7-dimethylisoquinolin-1(2H)-one